FC(C1=CC=C(OC2=CC=NC3=C(C=CC=C23)CN)C=C1)(F)F [4-{4-(trifluoromethyl)phenoxy}quinolin-8-yl]methylamine